4-[4-[[4-[2-(cyclopentylamino)-4-methyl-thiazol-5-yl]pyrimidin-2-yl]amino]phenyl]piperidine C1(CCCC1)NC=1SC(=C(N1)C)C1=NC(=NC=C1)NC1=CC=C(C=C1)C1CCNCC1